2,2-dimethyl-1,3-dioxan-4-methanol CC1(OCCC(O1)CO)C